(E)-6-(butyl-(phenyl)amino)-6,6-dicyano-5-phenylhex-2-enoic acid ethyl ester C(C)OC(\C=C\CC(C(C#N)(C#N)N(C1=CC=CC=C1)CCCC)C1=CC=CC=C1)=O